trans-gamma-bisabolene CC1=CC/C(=C(\C)/CCC=C(C)C)/CC1